C1(=CC=CC2=CC=CC=C12)CCN (R/S)-(+/-)-naphthylethylamine